CN[C@H]1CN(CC1)C(=O)OC(C)(C)C tert-butyl (R)-3-(methylamino)pyrrolidine-1-carboxylate